N1=C(NC2=C1C=CC=C2)C(CC=2NC1=C(N2)C=CC=C1)O 1,2-di(benzimidazol-2-yl)ethanol